3-(4-bromo-2-pyridyl)oxetan-3-amine BrC1=CC(=NC=C1)C1(COC1)N